FC1=CC=C(C(=C1[C@@H]([C@@H](C=1OC(NN1)=O)NS(=O)(=O)N1CCC(CC1)NC(C)=O)C)C)C N-(1-(N-((1S,2S)-2-(6-fluoro-2,3-dimethylphenyl)-1-(5-oxo-4,5-dihydro-1,3,4-oxadiazol-2-yl)propyl)sulfamoyl)piperidin-4-yl)acetamide